N-ethyl-perfluoro-octanesulfonamide ethyl-methacrylate C(C)OC(C(=C)C)=O.C(C)NS(=O)(=O)C(C(C(C(C(C(C(C(F)(F)F)(F)F)(F)F)(F)F)(F)F)(F)F)(F)F)(F)F